4-(tritylamino)thiophenol C(C1=CC=CC=C1)(C1=CC=CC=C1)(C1=CC=CC=C1)NC1=CC=C(C=C1)S